8-amino-6-(5-(difluoromethyl)-4-methylpyridin-3-yl)-2,7-naphthyridine NC=1N=C(C=C2C=CN=CC12)C=1C=NC=C(C1C)C(F)F